FC=1C=CC=2N(C1)N=CC2C(=O)NC2=C(C=CC(=C2)C2=NN(C=N2)C)C 6-fluoro-N-[2-methyl-5-(1-methyl-1,2,4-triazol-3-yl)phenyl]pyrazolo[1,5-a]pyridine-3-carboxamide